FC(N1N=C(C=C1)C1=CCC(CC1)NC(OC(C)(C)C)=O)F Tert-Butyl (4-(1-(difluoromethyl)-1H-pyrazol-3-yl)cyclohex-3-en-1-yl)carbamate